C1(CC1)C#CC=1C=CC(=NC1)C=1N=C(NC(C1)=O)C=1C(=C(CC(C(=O)N)(C)C)C=CC1C(F)(F)F)F (3-{4-[5-(cyclopropylethynyl)pyridin-2-yl]-6-oxo-1,6-dihydropyrimidin-2-yl}-2-fluoro-4-(trifluoromethyl)benzyl)isobutyramide